2-(2,4-dioxotetrahydropyrimidin-1(2H)-yl)-5-((4-(5,6,7,8-tetrahydrobenzo[4,5]thieno[2,3-d]pyrimidin-4-yl)piperidin-1-yl)methyl)isoindoline-1,3-dione O=C1N(CCC(N1)=O)N1C(C2=CC=C(C=C2C1=O)CN1CCC(CC1)C=1C2=C(N=CN1)SC1=C2CCCC1)=O